FC1(CN(CC[C@H]1NC1=NN2C(C(=N1)OC)=C(C=C2)C=2C=C(C1=C(N(C(=N1)C)CC(F)F)C2)F)C2(COC2)C)F (R)-N-(3,3-difluoro-1-(3-methyloxetan-3-yl)piperidin-4-yl)-5-(1-(2,2-difluoroethyl)-4-fluoro-2-methyl-1H-benzo[d]imidazol-6-yl)-4-methoxypyrrolo[2,1-f][1,2,4]triazin-2-amine